FC(C(=O)[O-])(F)F.C[NH+](CCC)C dimethyl-1-propylammonium trifluoroacetate